ClC1=C(C=CC=C1[C@@H]1C(NC(CC1)=O)=O)C1=CC=C(C=C1)CN1C(C=CC=C1)=O (R)-3-(2-chloro-4'-((2-oxopyridin-1(2H)-yl)methyl)-[1,1'-biphenyl]-3-yl)piperidine-2,6-dione